NC=1C2=C(N=CN1)SC(=N2)C=2C=C(C=CC2C)C#C[C@]2(C(N([C@@H]1C[C@H]21)C)=O)O (1R,4R,5S)-4-((3-(7-Aminothiazolo[5,4-d]pyrimidin-2-yl)-4-methylphenyl)ethynyl)-4-hydroxy-2-methyl-2-azabicyclo[3.1.0]hexan-3-one